ClC1=NC=2CCC3(OCCO3)CC2C(=N1)NCC1=CC=C(C=C1)C=1N(C=C(N1)C(F)(F)F)C 2-chloro-N-(4-(1-methyl-4-(trifluoromethyl)-1H-imidazol-2-yl)benzyl)-7,8-dihydro-5H-spiro[quinazoline-6,2'-[1,3]dioxolan]-4-amine